NC1=C2N=CN(C2=NC(=N1)Cl)[C@H]1C[C@@H]([C@@](O1)(C#C)COP(=O)(OCOC(=O)OC(C)C)N[C@H](C(=O)OC(C)C)C)O isopropyl (2S)-2-({[(2R,3S,5R)-5-(6-amino-2-chloropurin-9-yl)-2-ethynyl-3-hydroxyoxolan-2-yl]methoxy([(isopropoxycarbonyl)oxy]methoxy)phosphoryl}amino)propanoate